C(C)(=O)O[C@H]1[C@H](OC(C)=O)[C@H]([C@@H](OC(C)=O)[C@H](O1)COC(C)=O)N1N=NC(=C1)C=1SC=C(N1)Cl 1,2,4,6-Tetra-O-acetyl-3-[4-(4-chlorothiazol-2-yl)-1H-1,2,3-triazol-1-yl]-3-deoxy-β-D-galactopyranose